CN1N=NC(=C1NC(OC(C)C=1C=NC(=CC1Cl)F)=O)C1=NC(=C(C=C1)NS(=O)(=O)C)C 1-(4-chloro-6-fluoropyridin-3-yl)ethyl (1-methyl-4-(6-methyl-5-(methylsulfonamido) pyridin-2-yl)-1H-1,2,3-triazol-5-yl)carbamate